(3-hydroxyphenyl)benzothiadiazole OC=1C=C(C=CC1)C1=CC=CC2=C1N=NS2